BrC1=CC=C(C=C1)C(CO)(C)C 2-(4-bromophenyl)-2-methylpropane-1-ol